C(CSCCCO)SCCCO 3'-[1,2-ethylenebis(thio)]bis-1-propanol